C(C)(C)(C)OC(=O)N1CC2(C1)C[C@@H](CC2)C2=CC(=CC=C2)OC(F)(F)F |r| (rac)-6-(3-(trifluoromethoxy)phenyl)-2-azaspiro[3.4]Octane-2-carboxylic acid tert-butyl ester